t-butyl-2-cyanoacrylate C(C)(C)(C)OC(C(=C)C#N)=O